3-fluoro-3-methyltetrahydro-4H-pyran-4-one FC1(COCCC1=O)C